1,8-Diamino-3,6-dioxaoctane NCCOCCOCCN